C(#N)C(CC(C(=O)OCC)C(=O)OCC)C#N diethyl dicyanoethylmalonate